5-(bromomethyl)-6-fluoro-1-((2-(trimethylsilyl)ethoxy)methyl)-1H-benzo[d][1,2,3]triazole BrCC1=CC2=C(N(N=N2)COCC[Si](C)(C)C)C=C1F